C(C)(C)(C)OC(=O)N1CC(CCC1)CCOC1=C(C=C(C(=C1)C#N)C)C 3-(2-(5-Cyano-2,4-dimethylphenoxy)ethyl)piperidine-1-carboxylic acid tert-butyl ester